N-(((R)-3-(4-((1R,5S)-3-thia-8-azabicyclo[3.2.1]oct-8-yl)-3-fluorophenyl)-2-oxo-oxazolidin-5-yl)methyl)methanesulfonamide [C@H]12CSC[C@H](CC1)N2C2=C(C=C(C=C2)N2C(O[C@H](C2)CNS(=O)(=O)C)=O)F